C1(CC1)C=1C(=CC(=C(CN2CCC3(CN(C(O3)=O)C3=CC=C(C=C3)I)CC2)C1)OCC)C1=NC(=NO1)C 8-(5-cyclopropyl-2-ethoxy-4-(3-methyl-1,2,4-oxadiazol-5-yl)benzyl)-3-(4-iodophenyl)-1-oxa-3,8-diazaspiro[4.5]decan-2-one